ethyl {[5-(3-fluorophenyl)-1-phenyl-1H-pyrazol-3-yl]oxy}acetate FC=1C=C(C=CC1)C1=CC(=NN1C1=CC=CC=C1)OCC(=O)OCC